BrC1=CC=C(C=C1)C1=CC=C(C=C1)C1=CC=CC=C1 4-bromo-[1,1':4',1'']ter-phenyl